C(CCCCCCCCCCC)C([C@@H](O)[C@@H](O)[C@H](O)[C@H](O)CO)(O)CCCCCCCCCCCC bisdodecyl-Mannitol